ClC=1C=C(C=CC1Cl)N1CC2=C(C=C(C=C2CC1)CN1CC(C1)C(=O)O)C 1-((2-(3,4-dichlorophenyl)-8-methyl-1,2,3,4-tetrahydroisoquinolin-6-yl)methyl)azetidine-3-carboxylic acid